FC=1C=C2C=C(C=NC2=CC1C#CC1=NN(C(=C1C(=O)N)NC)[C@@H]1CN([C@H](C1)COC)C(C=C)=O)C 3-[2-(6-fluoro-3-methylquinolin-7-yl)ethynyl]-1-[(3S,5R)-5-(methoxymethyl)-1-(prop-2-enoyl)pyrrolidin-3-yl]-5-(methylamino)pyrazole-4-carboxamide